ClC1=CC(=CC(=N1)C(C)(C)NC(OCC1=CC=CC=C1)=O)C1=CC=C(C=C1)F benzyl (2-(6-chloro-4-(4-fluorophenyl)pyridin-2-yl)propan-2-yl)carbamate